O1C(C1)COC1=CC=C(C=C1)C(C)C 2-[4-(Oxiran-2-ylmethoxy)phenyl]propan